ClC1=C2CCC3(CCC=4C(NC(=NC4C3)SC)=O)C2=CC=C1 4-chloro-2'-(methylsulfanyl)-2,3,5',8'-tetrahydro-3'H-spiro[inden-1,7'-quinazolin]-4'(6'H)-one